CC1(OC[C@@H](OC1)COC=1C=NC=CC1C1=C(C=2C(NCCC2N1)=O)NC1=C(C(=CC=C1)F)CC)C 2-(3-{[(2S)-5,5-dimethyl-1,4-dioxan-2-yl]methoxy}pyridin-4-yl)-3-(2-ethyl-3-fluoroanilino)-1,5,6,7-tetrahydro-4H-pyrrolo[3,2-c]pyridin-4-one